COS(=O)(=O)CC1=CC(=C(C=C1)Br)OCC1=CC(=CC=C1)C=O (4-bromo-3-((3-formylphenyl)methoxy)phenyl)methanesulfonic acid methyl ester